ClC1=CC=C(C=C1)C1=C(C[C@H]2C[C@]2(C1)C)C=O (1R,6S)-4-(4-chlorophenyl)-6-methylbicyclo[4.1.0]heptane-3-ene-3-carbaldehyde